OC=1C=C(C(=O)OCC(COC(C2=CC(=C(C(=C2)O)O)O)=O)(C)COC(C2=CC=CC=C2)=O)C=C(C1O)O [2-(benzoyloxymethyl)-2-methyl-3-(3,4,5-trihydroxybenzoyl)oxy-propyl] 3,4,5-trihydroxybenzoate